(6-cyclopropyl-2-(((6-methoxy-2-((1S*,2S*)-2-(4-methylpyrimidin-2-yl)cyclopropyl)quinolin-7-yl)amino)methyl)imidazo[1,2-a]pyridin-8-yl)-3-methylimidazolidine-2,4-dione C1(CC1)C=1C=C(C=2N(C1)C=C(N2)CNC2=C(C=C1C=CC(=NC1=C2)[C@@H]2[C@H](C2)C2=NC=CC(=N2)C)OC)N2C(N(C(C2)=O)C)=O |o1:24,25|